NC1=C2C(=NC=N1)N(N=C2I)C2(CCCCC2)O (4-amino-3-iodo-1H-pyrazolo[3,4-d]pyrimidin-1-yl)cyclohexan-1-ol